OC1=C(C(=CC(=C1)OC)OC)C(C=CC1=CC(=CC=C1)OC)=O 1-(2-Hydroxy-4,6-dimethoxyphenyl)-3-(3-methoxyphenyl)prop-2-en-1-one